ClC1=C(C=CC(=C1)F)CC(=O)NC=1C=C(N=NC1)N(C(C)=O)C1=CC(=C(C=C1)F)F N-{5-[2-(2-chloro-4-fluorophenyl)acetamido]pyridazin-3-yl}-N-(3,4-difluorophenyl)acetamide